CC1(C=CC(C=C1)(CCCC)C)CCCC 2,5-dimethyl-2,5-di-butylbenzene